IC=1C=C2C(=NC1)N(C=N2)CC2=CC1=C(OC(CO1)C=1N=C(OC1C)C)C(=C2)OC 4-(6-((6-iodo-3H-imidazo[4,5-b]pyridin-3-yl)methyl)-8-methoxy-2,3-dihydrobenzo[b][1,4]dioxin-2-yl)-2,5-dimethyloxazole